(2-(5-(2-(3-butylureido)-4-methylthiazol-5-yl)-2-methoxyphenylsulphonamido)ethyl)carbamic acid tert-butyl ester C(C)(C)(C)OC(NCCNS(=O)(=O)C1=C(C=CC(=C1)C1=C(N=C(S1)NC(=O)NCCCC)C)OC)=O